4-(4-cyclopropyl-1H-imidazole-1-yl)thiophene-2-carboxylic acid C1(CC1)C=1N=CN(C1)C=1C=C(SC1)C(=O)O